COC=1C=C(C=C(C1)OC)C1OC(=C(C1=O)O)N 2-(3,5-dimethoxyphenyl)-5-amino-4-hydroxy-3(2H)-furanone